6-bromo-3-((6-nitro-1H-indol-3-yl)methyl)-1H-indole BrC1=CC=C2C(=CNC2=C1)CC1=CNC2=CC(=CC=C12)[N+](=O)[O-]